tert-butyl (R)-3-((S)-3-(3-bromobenzofuran-5-yl)-1-(tert-butoxy)-1-oxopropan-2-yl)pyrrolidine-1-carboxylate BrC1=COC2=C1C=C(C=C2)C[C@H](C(=O)OC(C)(C)C)[C@@H]2CN(CC2)C(=O)OC(C)(C)C